BrC1=NC=CC(=C1)C(F)(F)F 2-bromo-4-(trifluoro-methyl)pyridine